FC(C(=O)O)(F)F.C(C)(=O)N[C@@H](CCCCNC(CC[C@@H](C(=O)OCC1=CC=CC=C1)NC(=O)OCC1=CC=CC=C1)=O)C(=O)NCCN Benzyl (2S)-5-({(5S)-5-acetamido-6-[(2-aminoethyl)amino]-6-oxohexyl}amino)-2-{[(benzyloxy)carbonyl]amino}-5-oxopentanoate trifluoroacetate